3-Methoxy-2-nitrobenzaldehyd COC=1C(=C(C=O)C=CC1)[N+](=O)[O-]